ClC1=C(C=CC(=C1)Cl)C1C(CC1)N 2-(2,4-dichlorophenyl)cyclobutaneamine